dicyanomethylene-4H-quinoline C(#N)C(C#N)=C1CC=NC2=CC=CC=C12